N-(6-(difluoromethyl)pyridin-2-yl)-7-isopropoxy-2-(tetrahydro-2H-pyran-4-yl)imidazo[1,2-a]pyridine-6-carboxamide FC(C1=CC=CC(=N1)NC(=O)C=1C(=CC=2N(C1)C=C(N2)C2CCOCC2)OC(C)C)F